C(CCC)OCC1=CC=C(C=C1)CCC(=O)O 3-(4-(butoxymethyl)phenyl)propionic acid